di(isodecyl) isophthalate (2-propylheptyl)isophthalate C(CC)C(COC(C1=CC(C(=O)O)=CC=C1)=O)CCCCC.C(C1=CC(C(=O)OCCCCCCCC(C)C)=CC=C1)(=O)OCCCCCCCC(C)C